2-chloro-5-methyl-N1-(pyridin-2-yl)benzene-1,3-diamine ClC1=C(C=C(C=C1N)C)NC1=NC=CC=C1